OC1=C(C=CC(=C1C)OCCCCCC)C1=NC(=NC(=N1)C1=C(C(=C(C=C1)OCCCCCC)C)O)C1=C(C(=C(C=C1)OCCCCCC)C)O 2,4,6-tris(2-hydroxy-4-Hexyloxy-3-methylphenyl)-s-triazine